CC1=CC(=NN1C1=CC=CC=C1)N1CCN(CC1)CCC1CCOCC1 1-(5-methyl-1-phenyl-pyrazol-3-yl)-4-(2-tetrahydropyran-4-ylethyl)piperazine